2,4-dimethyl-3-(2-(6-methylpyridin-3-yl)-1H-pyrrolo[2,3-b]pyridin-5-yl)phenol CC1=C(C=CC(=C1C=1C=C2C(=NC1)NC(=C2)C=2C=NC(=CC2)C)C)O